C(C)O[C@@H]1CNCC[C@@H]1OC1=NC=C(C=C1)OC(C)C cis-2-((3-ethoxypiperidin-4-yl)oxy)-5-isopropoxypyridine